2-(2,5-difluorophenyl)pyrrolidine hydrochloride Cl.FC1=C(C=C(C=C1)F)C1NCCC1